Tert-butyl (2-((2-(4-(4-((6-(3-(4-(tert-butyl)benzamido)-2-methylphenyl)-4-methyl-3-oxo-3,4-dihydropyrazin-2-yl)amino)benzoyl)piperazin-1-yl)-2-oxoethyl)amino)ethyl)carbamate C(C)(C)(C)C1=CC=C(C(=O)NC=2C(=C(C=CC2)C2=CN(C(C(=N2)NC2=CC=C(C(=O)N3CCN(CC3)C(CNCCNC(OC(C)(C)C)=O)=O)C=C2)=O)C)C)C=C1